F[C@H]1C[C@@H](NC1)COC=1C=CC(=C(C(=O)NC2(CC2)C2=CC(=CC3=CC=CC=C23)OC)C1)C 5-(((2R,4S)-4-Fluoropyrrolidin-2-yl)methoxy)-N-(1-(3-methoxynaphthalen-1-yl)cyclopropyl)-2-methylbenzamide